5-Amino-1-isopropyl-3-(4-(2-oxo-2-((4-(pentafluoro-λ6-sulfanyl)phenyl)amino)ethyl)phenyl)-1H-pyrazole-4-carboxamide NC1=C(C(=NN1C(C)C)C1=CC=C(C=C1)CC(NC1=CC=C(C=C1)S(F)(F)(F)(F)F)=O)C(=O)N